N-((5-(2,6-difluorophenyl)pyridin-2-yl)methyl)-1-(pyrimidin-2-yl)ethan-1-amine FC1=C(C(=CC=C1)F)C=1C=CC(=NC1)CNC(C)C1=NC=CC=N1